dimethyl-sphinganine 1-phosphate P(=O)(O)(O)OC[C@H](N(C=O)C=O)[C@H](O)CCCCCCCCCCCCCCC